CN1N=NN=C1C1(C(=O)N)CC(C(=O)N)=CC=C1 1-(1-methyl-1H-tetrazol-5-yl)isophthalamid